(E)-5-(3-(1-((2-bromoethoxy)imino)-2,3-dihydro-1H-inden-4-yl)-1,2,4-oxadiazol-5-yl)-2-isopropoxybenzonitrile BrCCO\N=C\1/CCC2=C(C=CC=C12)C1=NOC(=N1)C=1C=CC(=C(C#N)C1)OC(C)C